C(C1=CC=CC=C1)N1CC(C1)C(=O)O[C@H]1[C@H](N(C[C@@H]1OC(=O)OC(C)(C)C)C(=O)OC(C)(C)C)CC1=CC=C(C=C1)OC tert-butyl (2R,3S,4S)-3-(1-benzylazetidine-3-carbonyl)oxy-4-tert-butoxycarbonyloxy-2-[(4-methoxyphenyl)methyl]pyrrolidine-1-carboxylate